t-butyl methacrylate (tert-butyl methacrylate) C(C)(C)(C)C=C(C(=O)O)C.C(C(=C)C)(=O)OC(C)(C)C